COC1=CC=CC=2C=3N(C(=NC12)N)N=C(N3)CNCC3=CC=C(C=C3)S(F)(F)(F)(F)F 7-methoxy-2-(((4-(pentafluoro-λ6-sulfanyl)benzyl)amino)methyl)-[1,2,4]triazolo[1,5-c]quinazolin-5-amine